F.[Be] beryllium hydrofluoric acid salt